NCCOCCOCCN 1,2-Bis(2-aminoethoxy)ethane